(oxetan-3-yl)-4-(5-(4,4,5,5-tetramethyl-1,3,2-dioxaborolan-2-yl)pyridin-2-yl)piperazine O1CC(C1)N1CCN(CC1)C1=NC=C(C=C1)B1OC(C(O1)(C)C)(C)C